(3R,4R)-4-((4-((1R,3R)-2-(bicyclo[1.1.1]pentan-1-yl)-3-methyl-2,3,4,9-tetrahydro-1H-pyrido[3,4-b]indol-1-yl)phenyl)amino)-1-(3-fluoropropyl)pyrrolidin-3-ol C12(CC(C1)C2)N2[C@@H](C=1NC3=CC=CC=C3C1C[C@H]2C)C2=CC=C(C=C2)N[C@H]2[C@@H](CN(C2)CCCF)O